(4-methoxy-7-piperidin-1-yl-thiazolo[4,5-c]pyridin-2-yl)-amid COC1=NC=C(C2=C1N=C(S2)[NH-])N2CCCCC2